2-chloro-4,6-di(benzhydryl)aniline ClC1=C(N)C(=CC(=C1)C(C1=CC=CC=C1)C1=CC=CC=C1)C(C1=CC=CC=C1)C1=CC=CC=C1